C(C)C=1N=C2N(C=CC(=C2)C(=O)N)C1 ethylimidazo[1,2-a]pyridine-7-carboxamide